6-Chlorooxazolo[4,5-B]pyridine-2(3H)-one ClC=1C=C2C(=NC1)NC(O2)=O